2-acetyl-propane tert-butyl-(2-((2-((tert-butyldimethylsilyl)oxy)ethyl)amino)ethyl)(methyl)carbamate C(C)(C)(C)OC(N(C)CCNCCO[Si](C)(C)C(C)(C)C)=O.C(C)(=O)C(C)C